IC1=CC=C(CN2C3=NC(=NC=C3NC2=O)C2=C(C=CC=C2)C(C)C)C=C1 (4-Iodobenzyl)-2-(2-isopropylphenyl)-7,9-dihydro-8H-purin-8-one